1-(1,3-benzodioxol-5-ylmethyl)-5-oxopyrrolidine-3-carboxylic acid O1COC2=C1C=CC(=C2)CN2CC(CC2=O)C(=O)O